5-bromo-2-(trifluoromethyl)imidazo[1,2-a]pyridine BrC1=CC=CC=2N1C=C(N2)C(F)(F)F